4-(3,4-dimethylpiperazin-1-yl)pyridin-3-amine CC1CN(CCN1C)C1=C(C=NC=C1)N